4-Flavanone O1C(CC(C2=CC=CC=C12)=O)C1=CC=CC=C1